ethyl L-mandelate C([C@@H](O)C1=CC=CC=C1)(=O)OCC